4,4'-distyrylbiphenyl C(=CC1=CC=CC=C1)C1=CC=C(C=C1)C1=CC=C(C=C1)C=CC1=CC=CC=C1